C1(=CC(=CC=C1)CCCCCCCCCCCCCCCCCCC(=O)O)CCCCCCCCCCCCCCCCCCC(=O)O m-xylylenebisstearic acid